4-(aminomethyl)thiazol-2-amine NCC=1N=C(SC1)N